ClC=1C=CC2=C(N=C(O2)C2CC3(CC(C3)NC(=O)C=3OC=CC3)C2)C1 N-[6-(5-chloro-1,3-benzoxazol-2-yl)spiro[3.3]Heptane-2-yl]Furan-2-carboxamide